ClC=1C=CC(=C(C1)C=1C=C(C=2OCCNC2N1)NC1=CC(=NC=C1)NC(CCN1CCOCC1)=O)F N-(4-{[6-(5-chloro-2-fluorophenyl)-2H,3H,4H-pyrido[3,2-b][1,4]oxazin-8-yl]amino}pyridin-2-yl)-3-(morpholin-4-yl)propanamide